C12(CC1)COC1=C2C(=CC=C1)OC=1C=CC(=NC1)N1C(NC=2C1=NC=CC2)=O 3-(5-spiro[2H-benzofuran-3,1'-cyclopropane]-4-yloxy-2-pyridyl)-1H-imidazo[4,5-b]pyridin-2-one